dibenzothiophen-5,5-dioxide C1=CC=CC=2S(C3=C(C21)C=CC=C3)(=O)=O